C1(CC1)C1=NC=C(C(=N1)OC1=CC=CC=C1)C(=O)N1CC(=CC1)S(=O)(=O)C (2-Cyclopropyl-4-phenoxypyrimidin-5-yl)(3-(methylsulfonyl)-2,5-dihydro-1H-pyrrol-1-yl)methanone